1-(6-(difluoromethyl)-4-(trifluoromethyl)pyridin-2-yl)-3,4-dihydroxypyrrolidin-2-one FC(C1=CC(=CC(=N1)N1C(C(C(C1)O)O)=O)C(F)(F)F)F